1-[4-(8-[(5-chloro-6-fluoro-1H-indazol-4-yl)oxy]-2-{[(3R)-3-fluoro-1-methylpiperidin-3-yl]methoxy}pyrido[3,4-d]pyrimidin-4-yl)piperazin-1-yl]prop-2-en-1-one ClC=1C(=C2C=NNC2=CC1F)OC1=NC=CC2=C1N=C(N=C2N2CCN(CC2)C(C=C)=O)OC[C@@]2(CN(CCC2)C)F